Cl.ClC1=CC=C(C=C1)[C@@H](N1[C@@H](CN[C@H](C1)C)CC)[C@H]1C(C1)(F)F (2R,5S)-1-((S)-(4-chlorophenyl)((S)-2,2-difluorocyclopropyl)methyl)-2-ethyl-5-methylpiperazine hydrochloride